N=1SN=C2C1C=CC=C2 benzo[c]-1,2,5-thiadiazole